2-fluoro-3-methoxy-6-tetrazol-1-yl-benzylamine FC1=C(CN)C(=CC=C1OC)N1N=NN=C1